FC(C(=O)O)(F)F.COC=1C=C(C=CC1OCC#C)/C=C/C(=O)NC1=C(C(=O)NCC2CCN(CC2)C)C=CC=C1 (E)-2-(3-(3-methoxy-4-(prop-2-yn-1-yloxy)phenyl)acrylamido)-N-((1-methylpiperidin-4-yl)methyl)benzamide trifluoroacetic acid salt